O[C@H]1[C@H](O[C@@]2([C@@H](CCO2)NC(C2=CC(=CC=C2)OC2=CC=CC=C2)=O)[C@@H]([C@H]1N1N=NC(=C1)C1=CC(=C(C(=C1)F)F)F)O)CO N-((4R,5S,7R,8R,9S,10R)-8,10-dihydroxy-7-(hydroxymethyl)-9-(4-(3,4,5-trifluorophenyl)-1H-1,2,3-triazol-1-yl)-1,6-dioxaspiro[4.5]decan-4-yl)-3-phenoxybenzamide